CNC1=C(C=CC=C1)C1=CC=CC=C1 2'-methylaminobiphenyl